N-{1H,4H,5H,6H-cyclopenta[c]pyrazol-4-yl}carbamic acid tert-butyl ester C(C)(C)(C)OC(NC1CCC=2NN=CC21)=O